4-((1-(cyclopentylmethyl)-1H-benzo[d]imidazol-2-yl)amino)-N-hydroxybenzoamide C1(CCCC1)CN1C(=NC2=C1C=CC=C2)NC2=CC=C(C(=O)NO)C=C2